C1(CC1)C1=NC=C(C(=N1)OC[C@@H]1CN(CC1)C1=NC=CC(=C1)C(C)(F)F)C#N (S)-2-cyclopropyl-4-((1-(4-(1,1-difluoroethyl)pyridin-2-yl)pyrrolidin-3-yl)methoxy)pyrimidine-5-carbonitrile